Methyl ((((1S,4R)-4-(2-amino-6-methoxy-9H-purin-9-yl)cyclopent-2-en-1-yl)methoxy)(4-bromophenoxy)phosphoryl)-L-phenylalaninate NC1=NC(=C2N=CN(C2=N1)[C@H]1C=C[C@H](C1)COP(=O)(OC1=CC=C(C=C1)Br)N[C@@H](CC1=CC=CC=C1)C(=O)OC)OC